FC1=CC(=C(C=C1)N1CN(C(C2=CC(=CC=C12)C)=O)C=1C(=NC(=CC1)OC)C)C 1-(4-fluoro-2-methylphenyl)-3-(6-methoxy-2-methylpyridin-3-yl)-6-methyl-2,3-dihydroquinazolin-4(1H)-one